C1NCC12CCN(CC2)C(=O)N2CCC(CC2)N2N=CC(=C2)C=2C=C(C=1N(C2)N=CC1C#N)OC 6-(1-(1-(2,7-diazaspiro[3.5]nonane-7-carbonyl)piperidin-4-yl)-1H-pyrazol-4-yl)-4-methoxypyrazolo[1,5-a]pyridine-3-carbonitrile